ClC=1C=CC(=C(C1)NC(C(=O)NC(C(=O)NC1(NC2=CC=CC=C2C1)C(=O)[O-])CC1=CC=C(C=C1)NC(=O)N1CCC(CC1)C#N)=O)N1N=NN=C1 2-(2-(((5-chloro-2-(1H-tetrazol-1-yl) phenyl) amino)-2-oxoacetamido)-3-(4-(4-cyanopiperidine-1-carboxamido) phenyl) propionamido)-1H-indole-2-carboxylate